[N+](=O)([O-])[Ru]([N+](=O)[O-])([N+](=O)[O-])[N+](=O)[O-] trinitronitroruthenium